C1(CC1)CN1C(=CC=2C1=NC=CC2)C2=NN1C(C(=CC(=C1)C(=O)OC)OC)=C2C(=O)O 2-(1-(cyclopropylmethyl)-1H-pyrrolo[2,3-b]pyridin-2-yl)-4-methoxy-6-(methoxycarbonyl)pyrazolo[1,5-a]pyridine-3-carboxylic acid